2-methyl-4-oxo-4-(prop-2-yn-1-ylamino)butanoic acid CC(C(=O)O)CC(NCC#C)=O